trans-1-(6-(cyclobutylamino)pyrimidin-4-yl)-4-(3,4-dihydroisoquinolin-2(1H)-yl)piperidin-3-ol C1(CCC1)NC1=CC(=NC=N1)N1C[C@H]([C@@H](CC1)N1CC2=CC=CC=C2CC1)O